C(C1=CC=CC=C1)OC=1C=C2CN(C(C2=CC1)=O)[C@@H]1C(NC(CC1)=O)=O (S)-3-(5-(benzyloxy)-1-oxoisoindolin-2-yl)piperidine-2,6-dione